(2S,4R)-methyl 1-(tert-butyloxycarbonyl)-4-hydroxypyrrolidine-2-carboxylate C(C)(C)(C)OC(=O)N1[C@@H](C[C@H](C1)O)C(=O)OC